N-(4-chlorophenyl-ethyl)-1-cyclopropyl-6-fluoro-4-oxo-7-(1-piperazinyl)-1,4-dihydroquinoline-3-carboxamide ClC1=CC=C(C=C1)CCNC(=O)C1=CN(C2=CC(=C(C=C2C1=O)F)N1CCNCC1)C1CC1